N-((7-(5-(difluoromethyl)-1,3,4-oxadiazol-2-yl)imidazo[1,2-a]pyridin-2-yl)methyl)-1-(methylsulfonyl)-N-phenylpiperidine-4-sulfonamide FC(C1=NN=C(O1)C1=CC=2N(C=C1)C=C(N2)CN(S(=O)(=O)C2CCN(CC2)S(=O)(=O)C)C2=CC=CC=C2)F